C12(CC3CC(CC(C1)C3)C2)C(=O)N[C@H](C(=O)N[C@H](C(=O)[O-])CCC(C=[N+]=[N-])=O)CCCCN2C(CCC2)=O (S)-2-((S)-2-(adamantane-1-carboxamido)-6-(2-oxopyrrolidin-1-yl) hexanamido)-6-diazo-5-oxohexanoate